OCCCOC1=CC=C(C=C1)C1CCN(CC1)C1=CC(=C(C#N)C=C1)C(F)(F)F 4-(4-(4-(3-hydroxypropoxy)phenyl)piperidin-1-yl)-2-(trifluoromethyl)benzonitrile